C(CC(=O)C)(=O)OCCCCCCCC 1-Octyl acetoacetate